2-bromo-2-methylpropionate BrC(C(=O)[O-])(C)C